[Gd].[K] Kalium-Gadolinium